S(=O)(=O)([O-])[O-].[K+].C(=O)(OCC1C2=CC=CC=C2C2=CC=CC=C12)NCCCN(CC(=O)O)CCCNC(=O)OCC1C2=CC=CC=C2C2=CC=CC=C12.C(=O)(OCC1C2=CC=CC=C2C2=CC=CC=C12)NCCCN(CC(=O)O)CCCNC(=O)OCC1C2=CC=CC=C2C2=CC=CC=C12.[K+] N,N-bis(N'-Fmoc-3-aminopropyl)glycine potassium hemisulfate